ClCC(=O)N1C2=C(OC(C1)C)N=CC(=C2)CC2=CC=C(C=C2)F 2-chloro-1-(7-(4-fluorobenzyl)-3-methyl-2,3-dihydro-1H-pyrido[2,3-b][1,4]oxazin-1-yl)ethan-1-one